O=C1NC(CCC1N1C(C2=CC=CC(=C2C1=O)NCCCCCCC(=O)N1CCN(CC1)C=1C(=CC2=C(C(C=3NC4=CC(=CC=C4C3C2=O)C#N)(C)C)C1)CC)=O)=O 8-(4-(7-((2-(2,6-dioxopiperidin-3-yl)-1,3-dioxoisoindolin-4-yl)amino)heptanoyl)piperazin-1-yl)-9-ethyl-6,6-dimethyl-11-oxo-6,11-dihydro-5H-benzo[b]carbazole-3-carbonitrile